5-chloro-8-(2-(difluoromethyl)pyridin-4-yl)imidazo[1,5-a]pyridine ClC1=CC=C(C=2N1C=NC2)C2=CC(=NC=C2)C(F)F